FC1(CCC(CC1)CN1N=C(C(=C1C(=O)NC1=CC(=NC=C1)S(=O)(=O)NC(OC(C)(C)C)=O)C)C(F)(F)F)F tert-butyl ((4-(1-((4,4-difluorocyclohexyl)methyl)-4-methyl-3-(trifluoromethyl)-1H-pyrazole-5-carboxamido)pyridin-2-yl)sulfonyl)carbamate